O=C1N(C(NC12CCN(CC2)C(=O)OC(C)(C)C)=S)C2=CC=C(C=C2)C t-butyl 4-oxo-2-thioxo-3-(p-tolyl)-1,3,8-triazaspiro[4.5]decane-8-carboxylate